[N].ClC=1C=C(C=CC1)C=1N=C(N(C1)COCC[Si](C)(C)C)C(=O)OCC Ethyl 4-(3-chlorophenyl)-1-((2-(trimethylsilyl)ethoxy)methyl)-1H-imidazole-2-carboxylate Nitrogen